[Mn](=O)(=O)([O-])[O-].[Sr+2].[La+3] Lanthanum-Strontium Manganate